5-fluoro-2-(thiazol-5-yl)pyrimidine-4-carboxylic acid ethyl ester C(C)OC(=O)C1=NC(=NC=C1F)C1=CN=CS1